COC(=O)C1=CC=C2CCN(C2=C1)C1COCC1 1-(tetrahydrofuran-3-yl)indoline-6-carboxylic acid methyl ester